1-(1-amino-4-bromo-1H-imidazol-2-yl)-2-methoxypropan-1-one NN1C(=NC(=C1)Br)C(C(C)OC)=O